(bis(4-chlorophenyl)amino)anthracene-1,2-dione ClC1=CC=C(C=C1)N(C1=CC=C(C=C1)Cl)C=1C(C(C2=CC3=CC=CC=C3C=C2C1)=O)=O